methyl N-methyl-N-((S)-1-(((S)-1-methylaziridin-2-yl)sulfonyl)pyrrolidine-3-carbonyl)-L-valinate CN([C@@H](C(C)C)C(=O)OC)C(=O)[C@@H]1CN(CC1)S(=O)(=O)C1[N@](C1)C